(R)-cyclopropyl(1-((2-(trimethylsilyl)ethoxy)methyl)-1H-benzo[d]imidazol-5-yl)methanamine C1(CC1)[C@@H](N)C1=CC2=C(N(C=N2)COCC[Si](C)(C)C)C=C1